C(C)(C)N(P(OCC1(CCN(CC1)C(CCCC1=CC=C2C=CC3=CC=CC4=CC=C1C2=C34)=O)COC(C3=CC=C(C=C3)OC)(C3=CC=C(C=C3)OC)C3=CC=C(C=C3)OC)OCCC#N)C(C)C (4-((tris(4-methoxyphenyl)methoxy)methyl)-1-(4-(pyren-1-yl)butanoyl)piperidin-4-yl)methyl (2-cyanoethyl) diisopropylphosphoramidite